ammonium hexadecyl L-alaninate tosylate salt S(=O)(=O)([O-])C1=CC=C(C)C=C1.N[C@@H](C)C(=O)OCCCCCCCCCCCCCCCC.[NH4+]